FC1=C(C=CC=2C=3N(C(NC12)=O)C=CN3)CO 7-fluoro-8-(hydroxymethyl)imidazo[1,2-c]quinazolin-5(6H)-one